The molecule is an aromatic amide that is purine bearing a carboxamido substituent at position 6. It is a member of purines, an aromatic amide and a monocarboxylic acid amide. C1=NC2=NC=NC(=C2N1)C(=O)N